C1(CCCC1)CN1C[C@@H](C=C2C3=C4C(C[C@@H]12)=CNC4=CC=C3)C(=O)N(CC)CC (6aR,9R)-7-(cyclopentylmethyl)-N,N-diethyl-4,6,6a,7,8,9-hexahydroindolo[4,3-fg]quinoline-9-carboxamide